C(C)(C)C1OCCN(C1)C1=C(C(=CC=C1)N)N 3-(2-isopropylmorpholino)benzene-1,2-diamine